CN1N=C(C(=C1)N)OC(C(F)(F)F)C 1-methyl-3-((1,1,1-trifluoropropan-2-yl)oxy)-1H-pyrazol-4-amine